N1[C@@H](CCC1)C(=O)NC([C@H]1NCCC1)=O proline, prolylamide